methyl 5-[4-[(1,1-dimethylethoxy) carbonyl]-1-piperazinyl]-2-pyrimidinecarboxylate CC(C)(OC(=O)N1CCN(CC1)C=1C=NC(=NC1)C(=O)OC)C